C1(=CC=CC=C1)N(C(CC)=O)C1CCN(CC1)CCC1=CC=CC=C1 N-phenyl-N-[1-(2-phenylethyl)piperidin-4-yl]propanamide